C1(=CC=CC=C1)S(=O)(=O)C1=NC2=CC=CC=C2C=C1 quinolyl phenyl sulfone